5-chloro-2-phenylpyridine ClC=1C=CC(=NC1)C1=CC=CC=C1